3-Bromo-5-formyl-2-hydroxybenzoic acid BrC=1C(=C(C(=O)O)C=C(C1)C=O)O